O=C1C=C(N=CN1C[C@@H]1CCN(CC12CCCC2)C(=O)N2[C@@H](C[C@@H](CC2)NC(OC(C)(C)C)=O)C2=CC=CC=C2)C2=CC=CC=C2 tert-Butyl ((2S,4R)-((R)-10-((6-oxo-4-phenylpyrimidin-1(6H)-yl)methyl)-7-azaspiro[4.5]decane-7-carbonyl)-2-phenylpiperidin-4-yl)carbamate